C(CCCCCCC)N(CCCCCCCC)CC(=O)OCCCCCC 1-hexanol N,N-dioctyl-aminoacetate